C(#N)[C@H](C[C@H]1C(NCC1)=O)NC([C@H](CC1CC1)NC([C@H](CC1=CC=CC2=CC=CC=C12)NC(=O)C1=NOC(=C1)C)=O)=O N-[(1S)-2-[[(1S)-2-[[(1S)-1-cyano-2-[(3S)-2-oxopyrrolidin-3-yl]ethyl]amino]-1-(cyclopropylmethyl)-2-oxo-ethyl]amino]-1-(1-naphthylmethyl)-2-oxo-ethyl]-5-methyl-isoxazole-3-carboxamide